ClC1=C(C=CC=C1)C=1C(=CC(=NC1)OC)S(=O)(=O)Cl 5-(2-chlorophenyl)-2-methoxypyridine-4-sulfonyl chloride